2-(2,6-dibenzhydryl-4-methoxyphenyl)-5-mesitylimidazo[1,5-a]pyridin-2-ium chloride [Cl-].C(C1=CC=CC=C1)(C1=CC=CC=C1)C1=C(C(=CC(=C1)OC)C(C1=CC=CC=C1)C1=CC=CC=C1)[N+]1=CN2C(C=CC=C2C2=C(C=C(C=C2C)C)C)=C1